NC1(CCN(CC1)C1=NC=C(C2=C1CNC2=O)C2=C(C(=CC=C2)Cl)Cl)C 4-(4-amino-4-methylpiperidin-1-yl)-7-(2,3-dichlorophenyl)-1H,2H,3H-pyrrolo[3,4-c]pyridin-1-one